cyclopentadiene niobium tetrachloride [Cl-].[Cl-].[Cl-].[Cl-].[Nb+4].C1=CC=CC1